C(C#C)NS(=O)(=O)C1=CC(=C(C=C1)C1=CC=C(C=C1)CC#C)CC=C N-propargyl-allyl-4'-propargyl-4-biphenylsulfonamide